C[C@@H](N)CC1=CNC2=CC=CC=C12 (R)-α-Methyltryptamine